C(C)C=1C(NC=2C=C(C=NC2C1)CN1C2(CCC2)CN(CC1)C=1C=CC(=NC1)C(=O)NC)=O 5-(5-((7-ethyl-6-oxo-5,6-dihydro-1,5-naphthyridin-3-yl)methyl)-5,8-diazaspiro[3.5]nonan-8-yl)-N-methylpicolinamide